(2S)-2-methylpyrrolidine C[C@@H]1NCCC1